ClC1=CC=C(C=C1)[C@H](CC1=NOC(=N1)CN1C(N(C=C(C1=O)C=1C=NNC1)C)=O)O (S)-3-((3-(2-(4-chlorophenyl)-2-hydroxyethyl)-1,2,4-oxadiazol-5-yl)methyl)-1-methyl-5-(1H-pyrazol-4-yl)pyrimidine-2,4(1H,3H)-dione